ethyl 5-chloro-4-(2-((1,1-difluoropropan-2-yl)amino)ethyl)-1-(2,4,6-trifluorobenzyl)-1H-pyrazole-3-carboxylate ClC1=C(C(=NN1CC1=C(C=C(C=C1F)F)F)C(=O)OCC)CCNC(C(F)F)C